ClC1=NC=C(C(=C1)Cl)C 2,4-dichloro-5-methyl-pyridine